ClC1=C(C=CC(=C1C#N)S(=O)(=O)C)N1CCCC2=CC(=CC(=C12)C#N)F 1-(2-chloro-3-cyano-4-methanesulfonylphenyl)-6-fluoro-1,2,3,4-tetrahydroquinoline-8-carbonitrile